N-nitrophenyl-β-naphthylamine [N+](=O)([O-])N(C1=CC2=CC=CC=C2C=C1)C1=CC=CC=C1